C(C)(=O)OCCC1=CC(=C(C=C1)B1OC(C(O1)(C)C)(C)C)F 2-(3-fluoro-4-(4,4,5,5-tetramethyl-1,3,2-dioxaborolan-2-yl)phenyl)ethyl acetate